8-bromo-2-(4-methoxyphenyl)naphtho[2,1-d]Oxazole BrC1=CC=C2C=CC=3N=C(OC3C2=C1)C1=CC=C(C=C1)OC